(2S,12R,12aS)-8-methoxy-1,2,3,5,6,11,12,12a-octahydro-2,12-methanopyrrolo[1',2':1,2]azepino[4,5-b]indole COC=1C=C2C3=C(NC2=CC1)[C@H]1[C@H]2N(CC3)C[C@H](C2)C1